C(C)(C)(C)OC(=O)N(CCO[Si](C)(C)C(C)(C)C)CC=1C=CC(=NC1)C(=O)[O-].[Li+] Lithium 5-(((tert-butoxycarbonyl)(2-((tert-butyldimethylsilyl)oxy)ethyl)amino)methyl)picolinate